NC1=NC=2C=CC=NC2C2=C1C(OC[C@@](N2)(C)CC)=O (R)-6-amino-2-ethyl-2-methyl-2,3-dihydro-[1,4]oxazepino[6,5-c][1,5]naphthyridin-5(1H)-one